N-[(1r,4r)-4-hydroxy-4-(trifluoromethyl)cyclohexyl]-2-azabicyclo[2.2.1]heptane-5-carboxamide OC1(CCC(CC1)NC(=O)C1C2CNC(C1)C2)C(F)(F)F